pinBenzyldimethylhexadecylammonium chloride [Cl-].C12(C(CCC(C1(C)C)C2)C)C2=CC=CC=C2C[N+](CCCCCCCCCCCCCCCC)(C)C